COC=1C(=C2C=CN(C2=C(C1)C)S(=O)(=O)C1=CC=C(C)C=C1)CN1C(C(N2[C@@H](CC1=O)CCC2)=O)C2=CC=C(C(=O)OC)C=C2 Methyl 4-((9aR)-3-((5-methoxy-7-methyL 1-tosyl-1H-indol-4-yl)methyl)-2,5-dioxooctahydro-1H-pyrrolo[1,2-d][1,4]diazepin-4-yl)benzoate